CC1=CC=C(C=N1)CNC(=O)C=1C=C(C=2N(C1)C(=CN2)Br)N2N=NC=C2C(F)F 3-Bromo-8-(5-difluoromethyl-[1,2,3]triazol-1-yl)-imidazo[1,2-a]pyridine-6-carboxylic acid (6-methyl-pyridin-3-ylmethyl)-amide